O1C(=CC2=C1C=CC=C2)C2=C1C(=CN=C2)N(CC1)C(=O)C1=C(C=CC=C1)F [4-(benzofuran-2-yl)-2,3-dihydro-1H-pyrrolo[2,3-c]pyridin-1-yl](2-Fluorophenyl)methanone